CN(C1(CCC2(CN(C(N2)=O)C=2C=NC(=CC2)OC)CC1)C1=CC=CC=C1)C cis-8-dimethylamino-3-(6-methoxy-pyridin-3-yl)-8-phenyl-1,3-diazaspiro[4.5]decan-2-one